1,4-Diamino-4-methylpentan NCCCC(C)(C)N